1-(Benzyloxycarbonylsulfamoyl)-3-[1-[2-(t-butoxycarbonylamino)acetyl]-3-piperidinyl]pyrrole-2-carboxylic acid benzyl ester C(C1=CC=CC=C1)OC(=O)C=1N(C=CC1C1CN(CCC1)C(CNC(=O)OC(C)(C)C)=O)S(NC(=O)OCC1=CC=CC=C1)(=O)=O